ClC1=CC=C(C=C1)C1=NC(=NC(=N1)C1=CC=C(C=C1)OC)NC1=CC=C(C=C1)/C=C/C(=O)O (E)-3-(4-((4-(4-chlorophenyl)-6-(4-methoxyphenyl)-1,3,5-triazin-2-yl)amino)phenyl)acrylic acid